FC(CN1N=C(C=C1)CN1C(NC(C2=C1C=CN2)=O)=S)F 1-((1-(2,2-difluoroethyl)-1H-pyrazol-3-yl)methyl)-2-thioxo-1,2,3,5-tetrahydro-4H-pyrrolo[3,2-d]pyrimidin-4-one